FC(C=1N(C2=C(C=NC(=C2C2=CC=CC=C2)OC)N1)CC1=CC=C(C=N1)S(=O)(=O)N)F 6-((2-(difluoromethyl)-6-methoxy-7-phenyl-1H-imidazo[4,5-c]pyridin-1-yl)methyl)pyridine-3-sulfonamide